2-bromo-4-(4-(1-ethyl-4-(trifluoromethyl)-1H-imidazol-2-yl)-3-fluorobenzyl)-6-methyl-6,7-dihydro-[1,2,4]triazolo[1,5-a]pyrimidin-5(4H)-one BrC1=NN2C(N(C(C(C2)C)=O)CC2=CC(=C(C=C2)C=2N(C=C(N2)C(F)(F)F)CC)F)=N1